C(C)(C)(C)OC(C(CC1CCC1)N(C(CCl)=O)CC(=O)NC1=C(C=CC(=C1)Cl)N1N=NN=C1)=O 2-(2-chloro-N-(2-((5-chloro-2-(1H-tetrazol-1-yl)phenyl)amino)-2-oxoethyl)acetamido)-3-cyclobutyl-propionic acid tert-butyl ester